C(C)OC1CC(CC=C1C)C(C)(C)OCC 6-ethoxy-4-(1-ethoxy-1-methylethyl)-1-methylcyclohexene